ClC(CCCCCCCC(=O)O)C(CCCCCC)O 9-chloro-10-hydroxyhexadecanoic acid